2-ethylhexyl-3-[3-tertbutyl-4-hydroxy-5-(5-chloro-2H-benzotriazol-2-yl)phenyl]propionate C(C)C(COC(CCC1=CC(=C(C(=C1)N1N=C2C(=N1)C=CC(=C2)Cl)O)C(C)(C)C)=O)CCCC